5-[(2S)-2-aminopropyl]-6-(pyridin-2-yl)-N-(thiophen-2-ylmethyl)thieno[3,2-c][1,2]thiazol-3-amine N[C@H](CC1=C(C2=NSC(=C2S1)NCC=1SC=CC1)C1=NC=CC=C1)C